cyclobutyl-(6-hydrazineylpyridin-3-yl)(imino)-λ6-sulfanone tert-butyl-(R)-3-(((5-(ethoxycarbonyl)pyridin-2-yl)methyl)carbamoyl)morpholine-4-carboxylate C(C)(C)(C)OC(=O)N1[C@H](COCC1)C(NCC1=NC=C(C=C1)C(=O)OCC)=O.C1(CCC1)S(=O)(=N)C=1C=NC(=CC1)NN